N-(3-(((tert-butyldimethylsilyl)oxy)methyl)phenyl)formamide [Si](C)(C)(C(C)(C)C)OCC=1C=C(C=CC1)NC=O